C(C)(=O)N1\C(\C(C2=CC=CC=C12)=O)=C/C1=NC2=CC=C(C=C2C=C1)C(=O)N1CCC(CC1)N1CCOCC1 (Z)-1-acetyl-2-((6-(4-morpholino-piperidine-1-carbonyl)quinolin-2-yl)methylene)-indolin-3-one